2-propyl-4-methyl-1,3-dioxolane C(CC)C1OCC(O1)C